CC(C(C(F)(F)F)C1=NC=2C(NC(=CC2N)N)=N1)C [2-methyl-1-(trifluoromethyl)propyl]imidazo[4,5-b]pyridine-5,7-diamine